2-[[[dimethyl(trimethylsilyloxy)silyl]oxy-dodecyl-methylsilyl]oxydimethylsilyl]oxyethanol C[Si](O[Si](O[Si](OCCO)(C)C)(C)CCCCCCCCCCCC)(O[Si](C)(C)C)C